3-Bromo-1,5-dimethyl-1H-1,2,4-triazole BrC1=NN(C(=N1)C)C